C=CC1=CC=C(C=C1)S(=O)(=O)OCC(C)(C)C Neopentyl 4-Styrenesulfonate